(6-Cyclopropyl-imidazo[1,5-a]pyrazin-5-yl)-[1-(2,4-difluoro-phenyl)-5-methyl-1H-[1,2,3]triazol-4-yl]-methanol C1(CC1)C=1N=CC=2N(C1C(O)C=1N=NN(C1C)C1=C(C=C(C=C1)F)F)C=NC2